C(C)C1=CC=C(C=N1)C1=NN2C(OCC3(CCC3)C2)=C1C(=O)N[C@@H]1C(NC2=C(C(=N1)C1=CC=CC=C1)C=CC=C2)=O 2-(6-Ethylpyridin-3-yl)-N-[(3S)-2-oxo-5-phenyl-1,3-dihydro-1,4-benzodiazepin-3-yl]spiro[5,7-dihydropyrazolo[5,1-b][1,3]oxazine-6,1'-cyclobutane]-3-carboxamide